7-chloro-3-(3,5-dimethoxyphenyl)-1-(oxetane-3-yl)-1,6-naphthyridin-2(1H)-one ClC1=NC=C2C=C(C(N(C2=C1)C1COC1)=O)C1=CC(=CC(=C1)OC)OC